6-(4-((2s,6S)-1-acetyl-4-acryloyl-6-(hydroxymethyl)piperazin-2-yl)-6-chloropyridin-2-yl)-N-methylpyrimidine-4-carboxamide C(C)(=O)N1[C@H](CN(C[C@H]1CO)C(C=C)=O)C1=CC(=NC(=C1)Cl)C1=CC(=NC=N1)C(=O)NC